4-((dimethylamino)methyl)-2-fluoro-N'-(1,2,3,5,6,7-hexa-hydro-s-indacen-4-ylcarbamoyl)benzene-sulfonimidamide CN(C)CC1=CC(=C(C=C1)S(=O)(N)=NC(NC1=C2CCCC2=CC=2CCCC12)=O)F